C(#N)C(C(=O)OCC)=NON1C(C(OCC1)N(C)C)=C(C(=O)O[C@H]1CNC[C@@H]1NC(C)C)C1=C(C=C(C=C1)NC(CCCN)=O)C#CCN (3S,4S)-4-(Isopropylamino)pyrrolidin-3-ol (1-cyano-2-ethoxy-2-oxoethylideneaminooxy)dimethylamino-morpholinetriyl-2-(4-(4-aminobutanamido)-2-(3-aminoprop-1-yn-1-yl)phenyl)acetate